N-(6-(4-(2-((4-((4-methylpiperazin-1-yl)methyl)-3-(trifluoromethyl)phenyl)amino)-2-oxoethyl)phenoxy)pyrimidin-4-yl)cyclopropylamide CN1CCN(CC1)CC1=C(C=C(C=C1)NC(CC1=CC=C(OC2=CC(=NC=N2)[N-]C2CC2)C=C1)=O)C(F)(F)F